CC=1C=C(C[Se]C2=CC=CC=C2)C=CC1 (3-methylbenzyl)(phenyl)selenium